(2S,7R*)-4-[(tert-butoxy)carbonyl]-7-[(tert-butyldimethylsilyl)oxy]-1,4-oxazocane-2-carboxylic acid C(C)(C)(C)OC(=O)N1C[C@H](OC[C@@H](CC1)O[Si](C)(C)C(C)(C)C)C(=O)O |o1:12|